ethyl 3-((7-bromobenzofuran-5-yl)methoxy)-4-(2-ethoxy-2-oxoethyl)benzoate BrC1=CC(=CC=2C=COC21)COC=2C=C(C(=O)OCC)C=CC2CC(=O)OCC